CC(C)[C@@H]1C[C@H]([C@H]2[C@]1(CC[C@@]3([C@@]2(CC=C4[C@H]3CC[C@@H]5[C@@]4(CC[C@@H](C5(C)C)O)C)C)C)C)O The molecule is a pentacyclic triterpenoid of the class of arborinane-type terpenoids isolated from the roots of Rubia yunnanensis. It has a role as a metabolite and a plant metabolite. It is a diol and a pentacyclic triterpenoid.